Cyanomethyl 3-(pent-4-enamido)propanoate C(CCC=C)(=O)NCCC(=O)OCC#N